6-bromo-5-fluoropyridine-2-carbonyl azide BrC1=C(C=CC(=N1)C(=O)N=[N+]=[N-])F